N(=[N+]=[N-])[C@@H](C=O)[C@@H](O)[C@H](O)[C@H](O)CO 2-Azido-2-deoxy-D-glucose